potassium naphthalenedisulfonate C=1(C(=CC=C2C=CC=CC12)S(=O)(=O)[O-])S(=O)(=O)[O-].[K+].[K+]